FC1(CC(CC1)CN1C=CC2=CC(=CC=C12)NC(C=C)=O)F N-(1-((3,3-difluorocyclopentyl)methyl)-1H-indol-5-yl)acrylamide